CCCCCCCCCCCCCCC/C=C/C(=O)N Octadecenamide